[2-(2,6-dioxopiperidin-3-yl)-4-(oxan-4-yloxy)-3-oxo-2,3-dihydro-1H-isoindol-5-yl]methyl N-[2-fluoro-4-(4-fluorophenoxy) phenyl]carbamate FC1=C(C=CC(=C1)OC1=CC=C(C=C1)F)NC(OCC=1C(=C2C(N(CC2=CC1)C1C(NC(CC1)=O)=O)=O)OC1CCOCC1)=O